CN(CCOC1=CC=C(C=C1)C=1NC(=C(N1)C=1C=C2CCC(C2=CC1)=NO)C1=CC=NC=C1)C 5-[2-[4-[2-(Dimethylamino)ethoxy]phenyl]-5-(4-pyridinyl)-1H-imidazol-4-yl]-2,3-dihydro-1H-Inden-1-one oxime